Methyl (1S,4r)-4-(((S)-1-(4-bromophenyl)-2,2,2-trifluoroethyl)(methyl)carbamoyl)cyclohexane-1-carboxylate BrC1=CC=C(C=C1)[C@@H](C(F)(F)F)N(C(=O)C1CCC(CC1)C(=O)OC)C